(2S)-2-{[(1S,2S,3S,6R,7S)-9-methylidene-4-azatricyclo[5.2.1.0^{2,6}]decan-3-yl]formamido}-3-[(3S)-2-oxopyrrolidin-3-yl]propanamide hydrochloride Cl.C=C1C[C@H]2[C@H]3CN[C@@H]([C@H]3[C@@H]1C2)C(=O)N[C@H](C(=O)N)C[C@H]2C(NCC2)=O